BrC1C(C(N(C1=O)COCC[Si](C)(C)C)=O)(C)C 4-bromo-3,3-dimethyl-1-((2-(trimethylsilyl)ethoxy)methyl)pyrrolidine-2,5-dione